3,3-bis(1-n-butyl-2-methylindole-3-yl)phthalide C(CCC)N1C(=C(C2=CC=CC=C12)C1(OC(=O)C2=CC=CC=C12)C1=C(N(C2=CC=CC=C12)CCCC)C)C